Rel-tert-butyl N-[3-ethyl-5-[[2-[(2R,5S)-5-methyl-2-(4-Thiazol-2-Ylphenyl)-1-piperidyl]-2-oxo-acetyl]amino]-2-pyridyl]carbamate C(C)C=1C(=NC=C(C1)NC(C(=O)N1[C@H](CC[C@@H](C1)C)C1=CC=C(C=C1)C=1SC=CN1)=O)NC(OC(C)(C)C)=O |o1:13,16|